2-(3-((R)-1-((2,7-dimethyl-6-(((S)-1-methylpyrrolidin-3-yl)oxy)-7H-pyrazolo[3,4-h]quinazolin-4-yl)amino)ethyl)phenyl)-2,2-difluoroethan-1-ol CC1=NC2=C3C(=C(C=C2C(=N1)N[C@H](C)C=1C=C(C=CC1)C(CO)(F)F)O[C@@H]1CN(CC1)C)N(N=C3)C